C1(=CC=CC=C1)N(CC(=O)O)CC(=O)O N-phenyl-iminodiacetic acid